C(C)(C)(C)OC(=O)N1C[C@]2([C@@](C1)(CNC2)C)C (3ar,6as)-3a,6a-dimethyl-2,3,4,6-tetrahydro-1H-pyrrolo[3,4-c]pyrrole-5-carboxylic acid tert-butyl ester